COC1=CC=C(C(=O)C2=CC=CC=C2)C=C1 4-methoxy-4'-benzophenone